6-{[(2S,3R,5R,6S)-3,5-bis[(tert-butyldimethylsilyl) oxy]-6-methyloxan-2-yl] oxy}-6-methylhept-2-enoate [Si](C)(C)(C(C)(C)C)O[C@H]1[C@@H](O[C@H]([C@@H](C1)O[Si](C)(C)C(C)(C)C)C)OC(CCC=CC(=O)[O-])(C)C